C1=NC=CC2=C1CCC2O 6,7-dihydro-5H-cyclopenta[c]pyridin-5-ol